dimethoxytrityl-5-(pyrene-1-yl-ethynyl)-2'-deoxyuridine COC1([C@@](O[C@@H]([C@H]1O)CO)(N1C(=O)NC(=O)C(=C1)C#CC1=CC=C2C=CC3=CC=CC4=CC=C1C2=C34)C(C3=CC=CC=C3)(C3=CC=CC=C3)C3=CC=CC=C3)OC